5-fluoro-1-(3-(4-methylpiperazin-1-yl)propyl)-2-indolone FC=1C=C2CC(N(C2=CC1)CCCN1CCN(CC1)C)=O